BrC1=CC=C2C=CN=C(C2=C1)N1C(NC(CC1)=O)=O 1-(7-Bromoisoquinolin-1-yl)dihydropyrimidine-2,4(1H,3H)-dione